BrC=1C=2C(N=C3N(C2C=CC1)C1=CC=C(C=C1C31CCCCC1)C1CCN(CC1)CC1CC3(C1)CCN(CC3)C=3C=C1C(N(C(C1=CC3)=O)C3C(NC(CC3)=O)=O)=O)=O 5-(2-((4-(4'-bromo-5'-oxo-5'H-spiro[cyclohexane-1,7'-indolo[1,2-a]quinazolin]-9'-yl)piperidin-1-yl)methyl)-7-azaspiro[3.5]nonan-7-yl)-2-(2,6-dioxopiperidin-3-yl)isoindoline-1,3-dione